ClC1=C(C=CC=2N=CSC21)N2C(NC1=NC=CN=C1C2=O)=O 3-(7-chlorobenzo[d]thiazol-6-yl)pteridine-2,4(1H,3H)-dione